NCC(CS(=O)(=O)O)([2H])[2H] 3-amino-2,2-dideuterio-1-propanesulfonic acid